[N+](=O)([O-])C1=CC=C(C=C1)C=1C=CC=2N(N1)C=C(N2)CC(=O)O 2-(6-(4-nitrophenyl)imidazo[1,2-b]pyridazin-2-yl)acetic acid